(2S)-Isopropyl 2-(((4-nitrophenoxy)(phenoxy)phosphoryl)amino)propanoate [N+](=O)([O-])C1=CC=C(OP(=O)(OC2=CC=CC=C2)N[C@H](C(=O)OC(C)C)C)C=C1